FC(C1=NN(C=C1NC(C1=NC(=CC=C1)C=1C=NN(C1)CC(F)(F)F)=O)C1CN(C1)C1CCN(CC1)C(C(C)(C)O)=O)F N-(3-(difluoromethyl)-1-(1-(1-(2-hydroxy-2-methylpropionyl)piperidin-4-yl)azetidin-3-yl)-1H-pyrazol-4-yl)-6-(1-(2,2,2-trifluoroethyl)-1H-pyrazol-4-yl)-2-picolinamide